N-[4-[(6,7-dimethoxy-1,5-naphthyridin-4-yl)oxy]-3-fluorophenyl]-4-(4-fluorophenyl)-5,6-dimethyl-3-oxopyrazine-2-carboxamide COC=1N=C2C(=CC=NC2=CC1OC)OC1=C(C=C(C=C1)NC(=O)C1=NC(=C(N(C1=O)C1=CC=C(C=C1)F)C)C)F